7-(4-fluorophenyl)-8-(2-methylpyridin-4-yl)-2-[(1,3-thiazol-4-yl)methyl]-[1,2,4]triazolo[1,5-c]pyrimidin-5-amine FC1=CC=C(C=C1)C1=C(C=2N(C(=N1)N)N=C(N2)CC=2N=CSC2)C2=CC(=NC=C2)C